2-(2-(2-(methyl(2,2,2-trifluoroethyl)amino)ethoxy)ethyl)isoindoline-1,3-dione CN(CCOCCN1C(C2=CC=CC=C2C1=O)=O)CC(F)(F)F